C(C)(C)(C)OC(=O)N1CCC2(CC(C2)C=2OC=C(N2)C(C)(C)C)CC1 2-(4-(tert-butyl)oxazol-2-yl)-7-azaspiro[3.5]nonane-7-carboxylic acid tert-butyl ester